5-ethyl-2-(5-((4-(2-hydroxyethyl)piperidin-1-yl)sulfonyl)-2-propoxyphenyl)-7-propyl-3,5-dihydro-4H-pyrrolo[3,2-d]pyrimidin-4-one C(C)N1C=C(C=2N=C(NC(C21)=O)C2=C(C=CC(=C2)S(=O)(=O)N2CCC(CC2)CCO)OCCC)CCC